NC1CCC=2C=CC(=CC2C1)O 7-amino-5,6,7,8-tetrahydro-2-naphthol